Tetrahydrothiophene-1,1-dioxide S1(CCCC1)(=O)=O